5-chloro-2-methyl-N-((1r,4r)-4-((3-(4-(oxazol-2-yl)phenyl)-2-oxo-2,3-dihydro-1H-benzo[d]imidazol-1-yl)methyl)cyclohexyl)nicotinamide ClC=1C=NC(=C(C(=O)NC2CCC(CC2)CN2C(N(C3=C2C=CC=C3)C3=CC=C(C=C3)C=3OC=CN3)=O)C1)C